F[C@H]1CN(C[C@@H]1NC1=NC(=CC=C1)C1=CN=C2N1C=C(N=C2)OC)C(=O)OC(C)(C)C tert-butyl (3S,4S)-3-fluoro-4-[[6-(6-methoxyimidazo[1,2-a]pyrazin-3-yl)-2-pyridyl]amino]pyrrolidine-1-carboxylate